NCC1=C(C=C(C=C1)Br)CO (2-(Aminomethyl)-5-bromophenyl)methanol